COC(=O)C1(CCN(CC1)CC1=CC=CC=C1)C=1C=CC(=NC1)C=1C(=NC=CC1)OCC 1-benzyl-4-{2'-ethoxy-[2,3'-bipyridine]-5-yl}piperidine-4-carboxylic acid methyl ester